COC(=O)C1CN(CC1)C(=O)OC(C)(C)C pyrrolidine-1,3-dicarboxylic acid tert-butyl methyl ester